(4-(pyrrolidin-2-yl)phenyl)imidazo[1,2-c]pyrimidine-2-carbonitrile N1C(CCC1)C1=CC=C(C=C1)C1=C(N=C2N1C=NC=C2)C#N